6-bromo-2-(methoxymethyl)-2,3-dihydrobenzo[b][1,4]dioxine BrC1=CC2=C(OC(CO2)COC)C=C1